ClC1=NOC(C1)C1=CC=2C3=C(N(C2C=C1)C1=CC=C(C=C1)C(F)(F)F)N=CN3C 3-chloro-5-{1-methyl-4-[4-(trifluoromethyl)phenyl]-1H,4H-imidazo[4,5-b]indol-7-yl}-4,5-dihydro-1,2-oxazole